(2R,6S)-N-{2-benzyl-2-azaspiro[3.3]heptan-6-yl}-4-(5-cyanopyrazin-2-yl)-2,6-dimethylpiperazine-1-carboxamide C(C1=CC=CC=C1)N1CC2(C1)CC(C2)NC(=O)N2[C@@H](CN(C[C@@H]2C)C2=NC=C(N=C2)C#N)C